4-(7-bromo-2,6-dichloro-3-cyano-8-fluoroquinoline-4-yl)piperazine-1-carboxylate BrC1=C(C=C2C(=C(C(=NC2=C1F)Cl)C#N)N1CCN(CC1)C(=O)[O-])Cl